((6-hydroxy-5'-methyl-4-pentyl-2'-(prop-1-en-2-yl)-[1,1'-biphenyl]-2-yl)oxy)methyl acetate C(C)(=O)OCOC1=C(C(=CC(=C1)CCCCC)O)C1=C(C=CC(=C1)C)C(=C)C